N-{(2S,3S)-1-(azetidine-1-carbonyl)-2-[(2-fluoro[1,1'-biphenyl]-3-yl)methyl]pyrrolidin-3-yl}-1-fluoromethanesulfonamide N1(CCC1)C(=O)N1[C@H]([C@H](CC1)NS(=O)(=O)CF)CC=1C(=C(C=CC1)C1=CC=CC=C1)F